2-(3,3-difluoroazetidin-1-yl)-N-(6-methyl-5-((1-methyl-6-((1-methyl-1H-pyrazol-4-yl)amino)-1H-pyrazolo[3,4-d]pyrimidin-3-yl)amino)pyridin-3-yl)acetamide FC1(CN(C1)CC(=O)NC=1C=NC(=C(C1)NC1=NN(C2=NC(=NC=C21)NC=2C=NN(C2)C)C)C)F